Quinolin-7-ylacetate N1=CC=CC2=CC=C(C=C12)CC(=O)[O-]